NC[C@@H](CC1=CC(=CC=C1)F)C1=C(C(=O)N)C=CC=C1C=1C2=C(N=CN1)NC(C2(C)O)=O ((S)-1-amino-3-(3-fluorophenyl)propan-2-yl)-3-(5-hydroxy-5-methyl-6-oxo-6,7-dihydro-5H-pyrrolo[2,3-d]pyrimidin-4-yl)benzamide